(5-Methyl-2-oxo-1,3-dioxol-4-yl)methyl (1aR,7bS)-5-fluoro-2-hydroxy-1a,7b-dihydro-1H-cyclopropa[c][1,2]benzoxaborinine-4-carboxylate FC1=C(C2=C([C@@H]3[C@H](B(O2)O)C3)C=C1)C(=O)OCC=1OC(OC1C)=O